(3R,5S)-1-ethyl-5-fluoropiperidin-3-amine C(C)N1C[C@@H](C[C@@H](C1)F)N